C(C)(C)(C)OC(=O)N[C@H]1CN(C[C@@H](C1)F)C1=NC=2N(C=C1)N=CC2C(=O)OCC ethyl 5-[(3R,5R)-3-(tert-butoxycarbonylamino)-5-fluoro-1-piperidyl]pyrazolo[1,5-a]pyrimidine-3-carboxylate